CN(C(=O)[C@H]1N(CC2=CC=CC=C12)C1=NC(=CC(=C1)C(F)(F)F)C)C=1C=C(C=CC1)C (S)-N-methyl-2-(6-methyl-4-(trifluoromethyl)pyridin-2-yl)-N-(m-tolyl)isoindoline-1-carboxamide